ClC1=C(C#N)C=C(C=C1)N1N=NN=C1CN(C(C)C)C1CCCCC1 2-chloro-5-(5-((cyclohexyl(isopropyl)amino)methyl)-1H-tetrazol-1-yl)benzonitrile